BrC=1C=CC=2N(C1)C(=NC2)C(C#N)NCC(=O)OC Methyl ((6-Bromoimidazo[1,5-a]pyridin-3-yl)(cyano)methyl)glycinate